7-((3,5-difluoro-4-((6-(trifluoromethyl)pyridin-3-yl)oxy)benzyl)oxy)-11a-methyl-3,4,11,11a-tetrahydro-1H,9H-pyrimido[6',1':2,3]imidazo[5,1-c][1,4]oxazin-9-one FC=1C=C(COC2=NC(N3C(N4C(COCC4)(C3)C)=C2)=O)C=C(C1OC=1C=NC(=CC1)C(F)(F)F)F